C(C1=CC=CC=C1)N(C1=CC=C(C=C1)N=NC1=CC(=C(C=C1Cl)S(=O)(=O)[O-])Cl)CC.[Na+] sodium 4-[[4-[benzyl(ethyl)amino] phenyl]azo]-2,5-dichlorobenzenesulphonate